NC1=CC=C(OC2=C(C=C(C=C2)OC2=CC=C(C=C2)N)C=2C=C3CCC3=CC2)C=C1 3-[2,5-bis-(4-aminophenoxy)-phenyl]-bicyclo[4.2.0]-oct-1,3,5-triene